4-fluoro-1-(4-fluoro-2-(hydroxymethyl)phenyl)-1H-pyrazol FC=1C=NN(C1)C1=C(C=C(C=C1)F)CO